OC[C@@]12[C@@H]([C@@H]([C@H]([C@@H](OC1)O2)NC2=NC=C(N=C2)C(F)(F)F)O)O (1S,2R,3R,4R,5S)-1-(hydroxymethyl)-4-((5-(trifluoromethyl)pyrazin-2-yl)amino)-6,8-dioxabicyclo[3.2.1]octane-2,3-diol